FC(C1=C(C=CC=C1)N1CCN(CC1)CCCCCN1C(NC2=C1C=CC=C2)=O)(F)F 1-(5-(4-(2-(trifluoromethyl)phenyl)piperazin-1-yl)pentyl)-1H-benzo[d]imidazol-2(3H)-one